P(=O)(OC=1CC2CC(CC2C1)(C1=CC(=NN1C)OCC(C)=O)O)(OC1=CC=CC=C1)OC1=CC=CC=C1 5-hydroxy-5-(1-methyl-3-(2-oxopropoxy)-1H-pyrazol-5-yl)-1,3a,4,5,6,6a-hexahydropentalen-2-yl diphenyl phosphate